C(C)(C)(C)OC(N[C@@H]1CC=2C3=C(N(C2C(C1)=C)C=1C(=NC2=CC=CC=C2C1)[2H])C(=NC=N3)N)=O (S)-(4-amino-6-methylene-5-(quinolin-3-yl-2-d)-6,7,8,9-tetrahydropyrimido[5,4-b]indol-8-yl)carbamic acid tert-butyl ester